C(=C)(C)[C@H]1CC=C(C(C1)=O)C (+)-(5S)-5-isopropenyl-2-methyl-2-cyclohexen-1-one